C(C=C)(=O)OCCOC(NC)=O 2-((methylcarbamoyl)oxy)ethyl acrylate